CC1C(OC2C1CCC(C2)C)=O 3,6-dimethylhexahydrobenzofuran-2-one